ethyl 5-(tert-butyl)-2-methyl-1-oxo-2,3-dihydro-1H-indene-2-carboxylate C(C)(C)(C)C=1C=C2CC(C(C2=CC1)=O)(C(=O)OCC)C